CC1=NNC2=CC(=CC=C12)C1=CC=C(C=C1)S(=O)(=O)NCC1=CC=NC=C1 4-(3-methyl-1H-indazol-6-yl)-N-[(pyridin-4-yl)methyl]benzene-1-sulfonamide